NC(C(=O)O)C1(OCCO1)C 2-amino-2-(2-methyl-1,3-dioxolan-2-yl)acetic acid